6-chloro-N-(2-methoxyethyl)-3-(trifluoromethyl)-1-((2-(trimethylsilyl)ethoxy)methyl)-1H-pyrrolo[2,3-b]pyridin-4-amine ClC=1C=C(C2=C(N1)N(C=C2C(F)(F)F)COCC[Si](C)(C)C)NCCOC